C1=CC=CC=2C3=CC=CC=C3N(C12)C1=C(C(=C(C=C1)N(C1=CC=CC=C1)C1=CC=CC=C1)N1C2=CC=CC=C2C=2C=CC=CC12)N1C2=CC=CC=C2C=2C=CC=CC12 tris(carbazole-9-yl)triphenylamine